2,3-dioxopyrrolidine O=C1NCCC1=O